6-(4-((1H-indazol-5-yl)amino)-5,6-dimethyl-pyrimidin-2-yl)-N-(pyridazin-4-yl)-1H-indole-2-carboxamide N1N=CC2=CC(=CC=C12)NC1=NC(=NC(=C1C)C)C1=CC=C2C=C(NC2=C1)C(=O)NC1=CN=NC=C1